2-methyl-5-vinyl-phenol CC1=C(C=C(C=C1)C=C)O